O1COC2=C1C=CC(=C2)OCCCSSCC2=CC=C(C=C2)C2N=C(OC2)C2=C(C=CC=C2F)F 4-(4-(((3-(Benzo[d][1,3]dioxol-5-yloxy)propyl)disulfaneyl)methyl)phenyl)-2-(2,6-difluorophenyl)-4,5-dihydrooxazole